tert-butyl (2-bromo-5,7-dihydro-4H-thieno[2,3-c]pyran-7-yl)methyl(methyl)carbamate BrC1=CC2=C(C(OCC2)CN(C(OC(C)(C)C)=O)C)S1